methyl 4-chloro-3-(2,4-dioxotetrahydropyrimidin-1(2H)-yl)-5-methylbenzoate ClC1=C(C=C(C(=O)OC)C=C1C)N1C(NC(CC1)=O)=O